Cl.NC\C=C(\CN1N=NC2=C1C=C(C=C2C2=CC(=CC=C2)S(N(C)C)(=O)=O)C(=O)OC)/F methyl (Z)-1-(4-amino-2-fluorobut-2-en-1-yl)-4-(3-(N,N-dimethylsulfamoyl)phenyl)-1H-benzo[d][1,2,3]triazol-6-carboxylate hydrochloride